4-((tert-butyldimethylsilyloxy)butyl)-6-methylisobenzofuran-1(3H)-one [Si](C)(C)(C(C)(C)C)OCCCCC1=C2COC(C2=CC(=C1)C)=O